(S,E)-3-((3-(2-(2-(4-(azetidin-1-yl)-N-methylbut-2-enamido)propanamido)ethyl)phenyl)amino)-5-cyclopropyl-6-methylpyrazine-2-carboxamide N1(CCC1)C/C=C/C(=O)N(C)[C@H](C(=O)NCCC=1C=C(C=CC1)NC=1C(=NC(=C(N1)C1CC1)C)C(=O)N)C